C(C)(=O)OCCC1=CC=C(C=C1)CCOS(=O)(=O)C 2-[4-(2-methylsulfonyloxyethyl) phenyl]Ethyl acetate